2-(((1r,4r)-4-(((4-fluorophenyl)(pyridin-3-yl)carbamoyloxy)methyl)cyclohexyl)methoxy)acetic acid FC1=CC=C(C=C1)N(C(=O)OCC1CCC(CC1)COCC(=O)O)C=1C=NC=CC1